6-(3-(difluoromethoxy)-5-fluorophenyl)-1-methyl-4-((3-(trifluoromethyl)phenyl)sulfonyl)-1,2,3,4-tetrahydroquinoxaline FC(OC=1C=C(C=C(C1)F)C=1C=C2N(CCN(C2=CC1)C)S(=O)(=O)C1=CC(=CC=C1)C(F)(F)F)F